ethyl 3-(3-methyl-5-oxo-4,5-dihydro-1H-pyrazol-1-yl)benzoate CC1=NN(C(C1)=O)C=1C=C(C(=O)OCC)C=CC1